7-(4-((R)-1-(tert-butoxycarbonyl)pyrrolidin-3-yloxy)butyl)-5-methoxy-2-methyl-3,4-dihydro-1,8-naphthyridine-1(2H)-carboxylic acid tert-butyl ester C(C)(C)(C)OC(=O)N1C(CCC2=C(C=C(N=C12)CCCCO[C@H]1CN(CC1)C(=O)OC(C)(C)C)OC)C